6-[1-[1-[2-Cyano-4-(2,7-diazaspiro[3.5]nonan-2-yl)-4-methyl-pent-2-enoyl]-4-piperidyl]-5-methyl-pyrazol-4-yl]-4-methoxy-pyrazolo[1,5-a]pyridine-3-carbonitrile C(#N)C(C(=O)N1CCC(CC1)N1N=CC(=C1C)C=1C=C(C=2N(C1)N=CC2C#N)OC)=CC(C)(C)N2CC1(C2)CCNCC1